C(C)(C)(C)OC(=O)N1C[C@@H](OCC1)CNC1=NC=C(C=C1[N+](=O)[O-])C (S)-2-(((5-methyl-3-nitropyridin-2-yl)amino)methyl)morpholine-4-carboxylic acid tert-butyl ester